[NH4+].C1(=CC=CC=2C(=CC=CC12)S(=O)(=O)[O-])S(=O)(=O)[O-].[NH4+] 1,5-naphthalenedisulfonate Ammonium Salt